Cl.C(C)C=1N(C=2N(C(C1N1CCNCC1)=O)N=C(N2)C2=CC(=NC=C2)OC)CC(=O)N 2-(5-ethyl-2-(2-methoxypyridin-4-yl)-7-oxo-6-(piperazin-1-yl)-[1,2,4]triazolo[1,5-a]pyrimidin-4(7H)-yl)acetamide hydrochloride